O=C1NCCOC2=C1C=CC(=C2)C2=CNC1=NC=C(C=C12)C(=O)NC=1C=NN(C1)C1CCNCC1 3-(5-oxo-2,3,4,5-tetrahydrobenzo[f][1,4]oxazepin-8-yl)-N-(1-(piperidin-4-yl)-1H-pyrazol-4-yl)-1H-pyrrolo[2,3-b]pyridine-5-carboxamide